2-methoxy-3-methyl-pyrazine COC1=NC=CN=C1C